1-(7-(2-aminopyrimidin-4-yl)-5-chloro-2H-dispiro[benzofuran-3,5'-morpholine-2',1''-cyclopropan]-4'-yl)prop-2-en-1-one NC1=NC=CC(=N1)C1=CC(=CC2=C1OCC21COC2(CC2)CN1C(C=C)=O)Cl